C(C)(C)(C)OC(NC1=CC(=NC=C1C1=NN(C=C1)C)NC(C)=O)=O (2-Acetamido-5-(1-methyl-1H-pyrazol-3-yl)pyridin-4-yl)carbamic acid tert-butyl ester